diethylene glycol di-tertbutyl ether C(C)(C)(C)OCCOCCOC(C)(C)C